1-(4-methyl-1,3-thiazol-2-yl)-3-(piperidin-4-ylmethyl)-1,3-diazinan-2-one CC=1N=C(SC1)N1C(N(CCC1)CC1CCNCC1)=O